Bis(4-tert-butyldimethylsiloxy)benzyl ether CC(C)(C)[Si](C)(C)OC1=CC=C(C=C1)COCC2=CC=C(C=C2)O[Si](C)(C)C(C)(C)C